FC(COC=1C=NC(=NC1)C=1C(=NC=CN1)C(C)=O)(F)F 1-[3-[5-(2,2,2-trifluoroethoxy)pyrimidin-2-yl]pyrazin-2-yl]ethanone